2-fluoro-N-methyl-4-[7-(quinolin-6-ylmethyl)imidazo[1,2-b][1,2,4]triazin-2-yl]benzamide FC1=C(C(=O)NC)C=CC(=C1)C=1C=NC=2N(N1)C(=CN2)CC=2C=C1C=CC=NC1=CC2